BrCC=1C=C(C=2C(C3=C(C=CC=C3C(C2C1)=O)O)=O)O 3-bromomethyl-1,8-dihydroxyanthraquinone